N-(5-(((2R,4S)-2-methyl-4-((6-methylpyridin-3-yl)oxy)pyrrolidin-1-yl)methyl)thiazol-2-yl)acetamide C[C@H]1N(C[C@H](C1)OC=1C=NC(=CC1)C)CC1=CN=C(S1)NC(C)=O